(S)-3-chloro-N-(5-methyl-1H-pyrazol-3-yl)-1-(1-(pyridin-3-yl)ethyl)-1H-pyrazolo[3,4-b]pyrazin-6-amine ClC1=NN(C2=NC(=CN=C21)NC2=NNC(=C2)C)[C@@H](C)C=2C=NC=CC2